(12aR)-9-bromo-10-chloro-8-[(trimethylsilyl)ethynyl]-3,4,12,12a-tetrahydro-6H-pyrazino[2,1-c][1,4]benzooxazepine-2(1H)-carboxylic acid tert-butyl ester C(C)(C)(C)OC(=O)N1C[C@@H]2COC3=C(CN2CC1)C=C(C(=C3Cl)Br)C#C[Si](C)(C)C